2-(3-((4-(2-(2-aminopyridin-3-yl)-5-phenyl-3H-imidazo[4,5-b]pyridin-3-yl)benzyl)carbamoyl)phenyl)propanoic acid NC1=NC=CC=C1C1=NC=2C(=NC(=CC2)C2=CC=CC=C2)N1C1=CC=C(CNC(=O)C=2C=C(C=CC2)C(C(=O)O)C)C=C1